((4-methoxybenzyl)thio)piperidine-1,4-dicarboxylic acid 1-(tert-butyl) ester 4-methyl ester COC(=O)C1CC(N(CC1)C(=O)OC(C)(C)C)SCC1=CC=C(C=C1)OC